6-(pyrrolidine-1-yl)-2-(o-tolyl)-2,5-dihydro-4H-pyrazolo[3,4-d]pyrimidine-4-one N1(CCCC1)C=1NC(C=2C(N1)=NN(C2)C2=C(C=CC=C2)C)=O